5-(2-(4-(2-((tert-Butoxycarbonyl)amino)ethyl)-1H-1,2,3-triazol-1-yl)ethoxy)benzo[c][2,6]naphthyridine-8-carboxylic acid C(C)(C)(C)OC(=O)NCCC=1N=NN(C1)CCOC1=NC2=C(C3=CN=CC=C13)C=CC(=C2)C(=O)O